2,5-dimethyl-2,5-bis(tert-Butylperoxy)-3-hexyne CC(C)(C#CC(C)(OOC(C)(C)C)C)OOC(C)(C)C